C(C1=CC=CC=C1)OCCN1N=C(C=C1C(=O)O)C1=CC(=CC=C1)C=1OC(=CN1)C(=O)OCC 1-(2-(benzyloxy)ethyl)-3-(3-(5-(ethoxycarbonyl)oxazol-2-yl)phenyl)-1H-pyrazole-5-carboxylic acid